6-Methoxy-2-((1r,4r)-4-(2-oxopyridin-1(2H)-yl)cyclohexyl)-2H-indazole-5-carboxylic acid COC=1C(=CC2=CN(N=C2C1)C1CCC(CC1)N1C(C=CC=C1)=O)C(=O)O